3-(2-fluorophenyl)piperazine-1-carboxylic acid tert-butyl ester C(C)(C)(C)OC(=O)N1CC(NCC1)C1=C(C=CC=C1)F